6-[[5-[(6-cyano-4-methyl-3-pyridyl)oxy]-3-methyl-imidazo[4,5-b]pyridin-7-yl]amino]-N-(3-hydroxypropyl)pyridine-3-carboxamide C(#N)C1=CC(=C(C=N1)OC1=CC(=C2C(=N1)N(C=N2)C)NC2=CC=C(C=N2)C(=O)NCCCO)C